C=1(C(=CC=CC1)C(=O)OCC)C ethyl ortho-toluate